O1C(CCC1)COC1=CC=C2C=NC=NC2=C1 7-[(tetrahydrofuran-2-yl)methoxy]-quinazoline